BrC=1C(=C(C=CC1)CC(=O)N[C@H]1C(CCC[C@@H]1N1CCN(CC1)C(C)C)(F)F)OC(F)(F)F 2-[3-bromo-2-(trifluoromethoxy)phenyl]-N-[(1R,6S)-2,2-difluoro-6-(4-isopropylpiperazin-1-yl)cyclohexyl]acetamide